N-2-ethylhexyl-2-benzothiazolylsulfenamide CCN(SC=1SC2=C(N1)C=CC=C2)CCCCCC